C(C=1C(C(=O)O)=CC=CC1)(=O)N[C@@H](C(C)(C)C)C(=O)[O-].C(C=1C(C(=O)O)=CC=CC1)(=O)N[C@@H](C(C)(C)C)C(=O)[O-].C(C=1C(C(=O)O)=CC=CC1)(=O)N[C@@H](C(C)(C)C)C(=O)[O-].C(C=1C(C(=O)O)=CC=CC1)(=O)N[C@@H](C(C)(C)C)C(=O)[O-].[Rh+2].[Rh+2] dirhodium(II) tetrakis[N-phthaloyl-(S)-tert-leucinate]